C(C)(C)(C)N1N=CC(=C1C(=O)NCCC1=CC=C(C=C1)C(N)=S)OC1=CC(=CC=C1)C(F)(F)F 1-(tert-butyl)-N-(4-carbamothioylphenethyl)-4-(3-(trifluoromethyl)phenoxy)-1H-pyrazole-5-carboxamide